dimethylamin methoxybenzoate COC1=C(C(=O)O)C=CC=C1.CNC